CCCCC/C=C\C/C=C\CCCCCCCC(=O)O[C@H](COC(=O)CCC/C=C\C/C=C\C/C=C\C/C=C\CCCCC)COP(=O)(O)OC[C@H](CO)O 1-(5Z,8Z,11Z,14Z-eicosatetraenoyl)-2-(9Z,12Z-octadecadienoyl)-glycero-3-phospho-(1'-sn-glycerol)